6-(2,6-Difluoro-benzenesulfonylamino)-pyridine-2-carboxylic acid methyl ester COC(=O)C1=NC(=CC=C1)NS(=O)(=O)C1=C(C=CC=C1F)F